CC1=C(OCC2=CC=C(C(=O)OC)C=C2)C(=CC(=C1)C=C1C(NC(NC1=O)=O)=O)C Methyl 4-((2,6-dimethyl-4-((2,4,6-trioxotetrahydro-pyrimidin-5(2H)ylidene)methyl) phenoxy) methyl)benzoate